di-tert-butyl 5-iodo-1,4-dihydro-phthalazine-2,3-dicarboxylate IC1=C2CN(N(CC2=CC=C1)C(=O)OC(C)(C)C)C(=O)OC(C)(C)C